ClC1=C(C=C(C=C1)C#N)C=1C=C2C(=NN(C2=CC1)C(C1=CC=CC=C1)(C1=CC=CC=C1)C1=CC=CC=C1)NC(=O)C1CC(C1)NC1CCC1 N-[5-(2-chloro-5-cyanophenyl)-1-trityl-1H-indazol-3-yl]-3-(cyclobutylamino)cyclobutanecarboxamide